[18F]C[C@@H]([C@@H]([C@H]([C@H](C=O)O)O)O)O 6-[18F]fluororhamnose